(15R)-15-methyl-5-tributylstannyl-11-thia-6,14,17-triazatetracyclo[8.8.0.0^2,7.0^12,18]octadeca-1(10),2,4,6,8,12(18)-hexaen-13-one C[C@H]1NC(C=2SC=3C=CC4=NC(=CC=C4C3C2NC1)[Sn](CCCC)(CCCC)CCCC)=O